C(C)(C)(C)OC(=O)N1C[C@H]2C([C@H]2C1)C1=NOC2=C1C=CC=C2 (1R,5S,6r)-6-(1,2-Benzooxazol-3-yl)-3-azabicyclo[3.1.0]Hexane-3-carboxylic acid tert-butyl ester